FC=1C=C2CCC(C2=CC1[N+](=O)[O-])O 5-fluoro-6-nitro-2,3-dihydro-1H-inden-1-ol